O1C=CC2=C1C=CC(=C2)C=2C(=NC(=CN2)CCCCOC)N2CCC(CC2)C(=O)O 1-(3-(benzofuran-5-yl)-6-(4-methoxybutyl)pyrazin-2-yl)piperidine-4-carboxylic acid